N-(5-((6-((R)-3-(2-chloro-3-fluorophenyl)isoxazolidine-2-yl)pyrimidine-4-yl)amino)-4-methoxy-2-(4-morpholinopiperidine-1-yl)phenyl)acrylamide ClC1=C(C=CC=C1F)[C@@H]1N(OCC1)C1=CC(=NC=N1)NC=1C(=CC(=C(C1)NC(C=C)=O)N1CCC(CC1)N1CCOCC1)OC